tert-butyl (2S,4R)-4-cyclopropylmethyl-2-[(2-{[(2S,5R)-6-hydroxy-7-oxo-1,6-diazabicyclo[3.2.1]oct-2-yl]carbonyl}hydrazinyl)carbonyl]piperidine-1-carboxylate C1(CC1)C[C@H]1C[C@H](N(CC1)C(=O)OC(C)(C)C)C(=O)NNC(=O)[C@H]1N2C(N([C@H](CC1)C2)O)=O